3-benzyl-1-(trans-4-((5-cyano-(4-hydroxy-4-(tri-fluoromethyl)-piperidin-1-yl)-pyrimidin-2-yl)-amino)cyclohexyl)-1-(5-(1-methyl-1H-pyrazol-4-yl)-pyridin-2-yl)urea C(C1=CC=CC=C1)NC(N(C1=NC=C(C=C1)C=1C=NN(C1)C)[C@@H]1CC[C@H](CC1)NC1=NC=C(C(=N1)N1CCC(CC1)(C(F)(F)F)O)C#N)=O